The molecule is an N-acyl-L-alpha-amino acid anion that is the conjugate base of N-formyl-L-phenylalanine. It is a conjugate base of a N-formyl-L-phenylalanine. C1=CC=C(C=C1)C[C@@H](C(=O)[O-])NC=O